NC(C[Si](OCCC)(OCCC)OCCC)C β-amino-propyltripropoxysilane